BrC=1C=2N(C=C(C1)OCC1=CSC=C1)N=CC2C#N 4-bromo-6-(thiofuran-3-ylmethoxy)pyrazolo[1,5-a]pyridine-3-carbonitrile